2,2-dimethyl-1-(2-(5-(trifluoromethyl)-1,2,4-oxadiazol-3-yl)-6,7-dihydrothieno[3,2-c]pyridin-5(4H)-yl)propan-1-one CC(C(=O)N1CC2=C(CC1)SC(=C2)C2=NOC(=N2)C(F)(F)F)(C)C